ClC=1C=C(C=CC1F)NC(N(CCCO)[C@H](C)C1=CNC(C2=C(C(=CC=C12)F)F)=O)=O |r| Racemic-3-(3-chloro-4-fluorophenyl)-1-(1-(7,8-difluoro-1-oxo-1,2-dihydroisoquinolin-4-yl)ethyl)-1-(3-hydroxypropyl)urea